4-(2-methoxyphenyl)-2-[(piperidin-3-yl)methyl]pyrimidine COC1=C(C=CC=C1)C1=NC(=NC=C1)CC1CNCCC1